[2-allyl-4-[3-allyl-4-(2-methylprop-2-enoyloxy)phenyl]phenyl] 2-methylprop-2-enoate CC(C(=O)OC1=C(C=C(C=C1)C1=CC(=C(C=C1)OC(C(=C)C)=O)CC=C)CC=C)=C